COC(=O)C1=C(OC(=C(C1C1=CC(=CC=C1)[N+](=O)[O-])C#N)N)CC(=O)OC 6-amino-5-cyano-2-(2-methoxy-2-oxoethyl)-4-(3-nitrophenyl)-4H-pyran-3-carboxylic acid methyl ester